O1C(COC2=NC=CC=C21)COC2=NC(N1C(C3=CC=C(C=C3CC1)C1=C(C(=CC=C1)OC)OC)=C2)=O 2-(2,3-Dihydro-[1,4]dioxino[2,3-b]pyridin-2-ylmethoxy)-9-(2,3-dimethoxy-phenyl)-6,7-dihydro-pyrimido[6,1-a]isoquinolin-4-one